6-(4-(N-((2-(4-methoxybenzyl)-3-oxo-4-(trifluoromethyl)-3,5,6,7-tetrahydro-2H-cyclopenta[c]pyridazin-7-yl)methyl)-N-methyl-D-alaninyl)piperazin-1-yl)nicotinonitrile COC1=CC=C(CN2N=C3C(=C(C2=O)C(F)(F)F)CCC3CN([C@H](C)C(=O)N3CCN(CC3)C3=NC=C(C#N)C=C3)C)C=C1